6-(3-fluoro-4-methoxy-5-methylphenyl)-5-methyl-4,5-dihydro-2H-pyridazin-3-one FC=1C=C(C=C(C1OC)C)C=1C(CC(NN1)=O)C